(6R)-6-{[7-chloro-2-(1-ethyl-1H-pyrazol-4-yl)[1,2,4]triazolo[1,5-c]quinazolin-5-yl]amino}-1,4-diazepin-5-one ClC1=CC=CC=2C=3N(C(=NC12)NC=1C(N=CC=NC1)=O)N=C(N3)C=3C=NN(C3)CC